1-benzyl 1'-(tert-butyl) [2,4'-bipiperidine]-1,1'-dicarboxylate N1(C(CCCC1)C1CCN(CC1)C(=O)OC(C)(C)C)C(=O)OCC1=CC=CC=C1